3-Bromo-1-[3-(methoxymethyl)phenyl]-5-(2-methylprop-1-en-1-yl)pyrazole BrC1=NN(C(=C1)C=C(C)C)C1=CC(=CC=C1)COC